ClC=1N(C=CN1)C(C)C1=CC=C(C=C1)C1=C(SC(=C1)CC(C)C)S(=O)(=O)N 3-(4-(1-(2-chloro-1H-imidazol-1-yl)ethyl)phenyl)-5-isobutylthiophene-2-sulfonamide